COCCN(CC=O)C 2-((2-methoxyethyl)(methyl)amino)ethan-1-one